(S)-N,N,2-trimethyl-4-(7-(N-(1-methylcyclopropyl)sulfamoyl)-9H-pyrimido[4,5-b]Indol-4-yl)piperazine-1-carboxamide CN(C(=O)N1[C@H](CN(CC1)C1=NC=NC=2NC3=CC(=CC=C3C21)S(NC2(CC2)C)(=O)=O)C)C